N'-((3-fluoro-2,6-diisopropylphenyl)carbamoyl)-2-(2-hydroxypropan-2-yl)thiazole-5-sulfonimidamide FC=1C(=C(C(=CC1)C(C)C)NC(=O)N=S(=O)(N)C1=CN=C(S1)C(C)(C)O)C(C)C